OCC1CNC(O1)=O 5-(hydroxymethyl)oxazolidine-2-one